C1OCC2CNCCC21 octahydrofuro[3,4-c]pyridine